C1(=CC=CC=C1)S(=O)(=O)N1CCCC2=C(C=CC=C12)/C=C/[C@@H](CCOC1=C(C=CC=C1)CCC(=O)O)O 3-[2-[(E,3R)-5-[1-(Benzenesulfonyl)-3,4-dihydro-2H-quinolin-5-yl]-3-hydroxypent-4-enoxy]phenyl]propanoic Acid